C(C)(C)N(P(OCCCN(CC(NCCNC(C(F)(F)F)=O)=O)CCCOC(C1=CC=CC=C1)(C1=CC=C(C=C1)OC)C1=CC=C(C=C1)OC)OCCC#N)C(C)C 3-((3-(bis(4-methoxyphenyl)(phenyl)methoxy)propyl)(2-oxo-2-((2-(2,2,2-trifluoroacetamido)ethyl)amino)ethyl)amino)propyl (2-cyanoethyl) diisopropylphosphoramidite